5-(thien-2-yl)-cyclohexane-1,3-dione S1C(=CC=C1)C1CC(CC(C1)=O)=O